(7Z)-11-iodo-1,1-dimethoxy-7-undecene ICCC\C=C/CCCCCC(OC)OC